2-(di-n-octylmethylsilyl)ethyldimethylchlorosilane C(CCCCCCC)[Si](CC[Si](Cl)(C)C)(C)CCCCCCCC